((3R)-4-amino-3-methyl-1,3-dihydrofuro[3,4-c]quinolin-8-yl)((3S,3aS,7aR)-3-phenylhexahydropyrano[4,3-b]pyrrol-1(4H)-yl)methanone NC1=NC=2C=CC(=CC2C2=C1[C@H](OC2)C)C(=O)N2[C@H]1[C@H]([C@H](C2)C2=CC=CC=C2)COCC1